FC=1C=C2CC(CN3C2=C(C1F)C=C3)N(C)C 8,9-difluoro-N,N-dimethyl-5,6-dihydro-4H-pyrrolo[3,2,1-ij]quinolin-5-amine